tert-butyl (S)-4-(3-((1-(4-((1-(tert-butoxycarbonyl)pyrrolidin-3-yl)oxy)-3-(1H-indazol-6-yl)benzoyl)piperidin-4-yl)oxy)-5-fluorophenyl)piperazine-1-carboxylate C(C)(C)(C)OC(=O)N1C[C@H](CC1)OC1=C(C=C(C(=O)N2CCC(CC2)OC=2C=C(C=C(C2)F)N2CCN(CC2)C(=O)OC(C)(C)C)C=C1)C1=CC=C2C=NNC2=C1